benzyl (S)-3-(((3-Chloropyrazin-2-yl)methyl)carbamoyl)pyrrolidine-1-carboxylate ClC=1C(=NC=CN1)CNC(=O)[C@@H]1CN(CC1)C(=O)OCC1=CC=CC=C1